4-(6-amino-4-bromo-1-oxo-isoindolin-2-yl)-N-(3-methoxy-4-methyl-phenyl)cyclohexanecarboxamide NC1=CC(=C2CN(C(C2=C1)=O)C1CCC(CC1)C(=O)NC1=CC(=C(C=C1)C)OC)Br